N1CC(C1)N1N=C(C(=C1)NC(=O)C=1OC(=CC1)C=1C=NNC1)C1=NC=CC=C1 N-{1-(Azetidin-3-yl)-3-(pyridine-2-yl)-1H-pyrazol-4-yl}-5-(1H-pyrazol-4-yl)furan-2-carboxamide